1,2-bis(di-t-butyl-(phosphinomethyl))-4,5-di-t-butylbenzene C(C)(C)(C)C(C1=C(C=C(C(=C1)C(C)(C)C)C(C)(C)C)C(P)(C(C)(C)C)C(C)(C)C)(P)C(C)(C)C